(1s,3s)-3-(3-chloro-4-(4-((5-isopropyl-8-((2R,3S)-2-methyl-3-((methanesulfonyl)methyl)azetidin-1-yl)isoquinolin-3-yl)amino)pyrimidin-2-yl)-1H-pyrazol-1-yl)-1-methyl-cyclobutan-1-ol ClC1=NN(C=C1C1=NC=CC(=N1)NC=1N=CC2=C(C=CC(=C2C1)C(C)C)N1[C@@H]([C@H](C1)CS(=O)(=O)C)C)C1CC(C1)(O)C